C12CN(CC(CC1)O2)C(=O)C2=CC1=C(C=N2)C=NN1 8-oxa-3-azabicyclo[3.2.1]octan-3-yl(1H-pyrazolo[4,3-c]pyridin-6-yl)methanone